3,6-bis(allyloxy)phthalonitrile C(C=C)OC1=C(C(C#N)=C(C=C1)OCC=C)C#N